1-(5-((6-((1S,4S)-2,5-diazabicyclo[2.2.1]heptan-2-yl)pyridin-3-yl)oxy)-3',5'-dichloro-[1,1'-biphenyl]-3-yl)-N-methylmethanamine [C@@H]12N(C[C@@H](NC1)C2)C2=CC=C(C=N2)OC=2C=C(C=C(C2)C2=CC(=CC(=C2)Cl)Cl)CNC